COC=1C=CC2=C(N=C(O2)C2=C3C=C(N=CC3=C(N=C2)NC)NC(=O)C2C(C2)C(F)(F)F)C1 N-(5-(5-methoxybenzo[d]oxazol-2-yl)-8-(methylamino)-2,7-naphthyridin-3-yl)-2-(trifluoromethyl)cyclopropane-1-carboxamide